BrC=1C=NC(=NC1)C=1C=C(C[C@@]2(CC([C@@H](C2)NS(=O)(=O)C)(F)F)C(=O)[O-])C=CC1 (1R,4R)-1-(3-(5-bromopyrimidin-2-yl)benzyl)-3,3-difluoro-4-(methylsulfonamido)cyclopentane-1-carboxylate